C(#N)C=1C=CC(=C(C1)C1=CC(=NC=C1C(=O)NC=1SC=2CN(CCC2N1)C(=O)[C@@H]1COCC1)C)OC |o1:28| (S or R)-4-(5-cyano-2-methoxyphenyl)-6-methyl-N-(5-(tetrahydrofuran-3-carbonyl)-4,5,6,7-tetrahydrothiazolo[5,4-c]pyridin-2-yl)nicotinamide